C(C=C)OC1=C(C=C(C=C1C(C)(C)C)C)C1=C(C=CC=C1)C1=CC(=C(C1)C1=CC=CC=C1)C1=CC=CC=C1 2-(Allyloxy)-3-(tert-butyl)-2'-(3,4-diphenylcyclopenta-1,3-dien-1-yl)-5-methyl-1,1-biphenyl